FC=1C(=C(C=CC1F)B(O)O)C=O (3,4-Difluoro-2-formylphenyl)boronic acid